CN1C=C(C2=CC(=CC=C12)CN1CCCC1)C(=O)O 1-methyl-5-(pyrrolidin-1-ylmethyl)-1H-indole-3-carboxylic acid